3-fluoro-N,N-dimethylbenzamide FC=1C=C(C(=O)N(C)C)C=CC1